(1R,2S,3R,5R)-3-(2-Chloro-5-(1-(phenylsulfonyl)-1H-pyrazol-3-yl)-7H-pyrrolo[2,3-d]pyrimidin-7-yl)-5-(1-methylpiperidin-4-yl)cyclopentane-1,2-diol ClC=1N=CC2=C(N1)N(C=C2C2=NN(C=C2)S(=O)(=O)C2=CC=CC=C2)[C@H]2[C@@H]([C@@H]([C@H](C2)C2CCN(CC2)C)O)O